CC1(N(CC(C1)C(=O)N)C)C(=O)N dimethylpyrrolidine-2,4-dicarboxamide